2-methyl-5,11-dioxo-6,12-bis(m-toluyloxy)naphthacene CC1=CC=2C(=C3C(C4=CC=CC=C4C(=C3C(C2C=C1)=O)OC=1C=C(C=CC1)C)=O)OC=1C=C(C=CC1)C